Triphenyl-9,9-spirobifluoren-2-yl-silane C1(=CC=CC=C1)[Si](C1=CC=2C3(C4=CC=CC=C4C2C=C1)C1=CC=CC=C1C=1C=CC=CC13)(C1=CC=CC=C1)C1=CC=CC=C1